N,4',6'-triphenyl-[1,1':2',1'']terphenyl-4-amine C1(=CC=CC=C1)NC1=CC=C(C=C1)C=1C(=CC(=CC1C1=CC=CC=C1)C1=CC=CC=C1)C1=CC=CC=C1